6-(4-methylpiperidin-1-yl)-2-azaspiro[3.3]heptane tert-Butyl-6-(4-methylpiperidin-1-yl)-2-azaspiro[3.3]heptane-2-carboxylate C(C)(C)(C)OC(=O)N1CC2(C1)CC(C2)N2CCC(CC2)C.CC2CCN(CC2)C2CC1(CNC1)C2